Dimethyl-diphenylmethane diisocyanate [N-]=C=O.[N-]=C=O.CC(C1=CC=CC=C1)(C1=CC=CC=C1)C